O(C1=CC=CC=C1)C1=CC=CC(=N1)S(=O)(=O)NC(=O)C=1C(=NC=CC1)N1C(CC(C1)C)(C)C N-[(6-Phenoxy-2-pyridyl)sulfonyl]-2-(2,2,4-trimethylpyrrolidin-1-yl)pyridin-3-carboxamid